C(N)(O)=O.C(C=C)(=O)OCC ethyl acrylate carbamate